6-methyltetrazine CC1=CN=NN=N1